C(C)(=O)C=1C(NC2=CC=CC=C2C1)=O 3-acetyl-1,2-dihydroquinolin-2-one